CC1=NC=CC(=C1)N1N=C2C(NC=CC2=O)=N1 (2-methylpyridin-4-yl)-7-oxo-2,7-dihydro-4H-[1,2,3]triazolo[4,5-b]pyridin